C(CCCCCC)C1C(N(C(CO1)C1=CC=CC=C1)C(=O)N)(C)C heptyl-3,3-dimethyl-5-phenylmorpholine-4-carboxamide